FC=1C=CC(=C(C1)CC(=O)OC(C)(C)C)NC(C1=CC(=C(C=C1)N1[C@@H](CCCC1)C)[N+](=O)[O-])=O tert-butyl (R)-2-(5-fluoro-2-(4-(2-methylpiperidin-1-yl)-3-nitrobenzamido) phenyl)acetate